(S)-1-(3-cyano-5-fluorobenzyl)-4-fluoro-N-(5-methyl-4-oxo-2,3,4,5-tetrahydropyrido[3,2-b][1,4]oxazepin-3-yl)-1H-pyrazole-3-carboxamide C(#N)C=1C=C(CN2N=C(C(=C2)F)C(=O)N[C@@H]2C(N(C3=C(OC2)C=CC=N3)C)=O)C=C(C1)F